ClC=1C=CC(=NC1)[C@H](CC)C1(CCN(CC1)C(=O)OC(C)(C)C)O tert-butyl 4-[(1S)-1-(5-chloro-2-pyridyl)propyl]-4-hydroxy-piperidine-1-carboxylate